NCC1=CC(=C(C=C1)NC(=O)C1=CC2=C(OCCC3=C2SC=C3)C=C1C=1C(=NC(=CC1)C(NC1(CCCCC1)C(NC)=O)=O)C(=O)O)C 3-(9-((4-(aminomethyl)-2-methylphenyl)carbamoyl)-4,5-dihydrobenzo[b]thieno[2,3-d]oxepin-8-yl)-6-((1-(methylcarbamoyl)cyclohexyl)carbamoyl)picolinic acid